1-(3,5-dibromo-2-hydroxymethylphenyl)-3-(3-chloro-5-methoxyphenyl)urea BrC=1C(=C(C=C(C1)Br)NC(=O)NC1=CC(=CC(=C1)OC)Cl)CO